NC1=NN2C(N=CC=C2)=C1C(=O)NC=1C(=NN(C1)CC1OCCCC1)C1=C(C=CC(=C1)Cl)OC 2-amino-N-(3-(5-chloro-2-methoxyphenyl)-1-((tetrahydro-2H-pyran-2-yl)methyl)-1H-pyrazol-4-yl)pyrazolo[1,5-a]pyrimidine-3-carboxamide